N-(6-amino-5-methylpyridin-3-yl)-2-((2S,5R)-5-methyl-2-(m-tolyl)-4-(1-(trifluoromethyl)cyclopropanecarbonyl)piperazin-1-yl)-2-oxoacetamide NC1=C(C=C(C=N1)NC(C(=O)N1[C@H](CN([C@@H](C1)C)C(=O)C1(CC1)C(F)(F)F)C=1C=C(C=CC1)C)=O)C